FC(C1=NN=C(O1)C=1C=CC(=NC1)CN1C(OC2=C1C=C(C(=C2)N2CCN(CC2)C)F)=O)F 3-((5-(5-(difluoromethyl)-1,3,4-oxadiazol-2-yl)pyridin-2-yl)methyl)-5-fluoro-6-(4-methylpiperazin-1-yl)benzo[d]oxazol-2(3H)-one